(1R,10S,13S)-6,13-dihydroxy-10,13-dimethyl-5,8-dioxo-N-[(2,4,6-trifluorophenyl)methyl]-2,9-diazatricyclo[7.4.1.02,7]tetradeca-3,6-diene-4-carboxamide OC=1C(C(=CN2[C@H]3[C@@](CC[C@@H](N(C(C12)=O)C3)C)(C)O)C(=O)NCC3=C(C=C(C=C3F)F)F)=O